(2,3,5,6-Tetrahydro-1,4-oxazin-4-yl)methyl-triethoxysilan O1CCN(CC1)C[Si](OCC)(OCC)OCC